ClC1=NC=CC=C1NC1=C(C#N)C=CC(=C1)OC(F)F 2-((2-Chloropyridin-3-yl)amino)-4-(difluoromethoxy)benzonitrile